tert-butyl (3R,3aS,7aR)-3-((4-(2-(cyclopropanecarboxamido)pyrazolo[1,5-a]pyridin-5-yl)-5-methylisoxazol-3-yl)oxy)hexahydropyrano[3,2-b]pyrrole-1(2H)-carboxylate C1(CC1)C(=O)NC1=NN2C(C=C(C=C2)C=2C(=NOC2C)O[C@H]2[C@@H]3[C@H](N(C2)C(=O)OC(C)(C)C)CCCO3)=C1